methyl 3-(1-(difluoromethyl)cyclobutyl)-4-oxo-6-(((trifluoromethyl) sulfonyl)oxy)cyclohexa-1,5-diene-1-carboxylate FC(C1(CCC1)C1C=C(C(=CC1=O)OS(=O)(=O)C(F)(F)F)C(=O)OC)F